O.C([O-])([O-])=O.[NH4+].[Al+3].C([O-])([O-])=O aluminum ammonium carbonate hydrate